4H-pyrido[3,2-b][1,4]oxazin O1C2=C(NC=C1)N=CC=C2